2-((4-fluoro-2-iodo-5-(3-methyl-2,6-dioxo-4-(trifluoromethyl)-3,6-dihydropyrimidin-1(2H)-yl)benzoyl)oxy)-2-methylpropanecarboxylic acid FC1=CC(=C(C(=O)OC(CC(=O)O)(C)C)C=C1N1C(N(C(=CC1=O)C(F)(F)F)C)=O)I